7-(((cyclobutylmethyl)amino)methyl)-1H-pyrrolo[3,2-b]pyridine-5-carbonitrile C1(CCC1)CNCC1=C2C(=NC(=C1)C#N)C=CN2